6-(4-vinylbenzyl-n-propyl)amino-1,3,5-triazine-2,4-Dithion C(=C)C1=CC=C(CCCCNC2=NC(NC(N2)=S)=S)C=C1